hydroxydiacetoxyiron (III) O[Fe](OC(C)=O)OC(C)=O